C1(CCCCC1)COC1=CC(=NC=C1)C1(CCCC1)C(=O)N 1-[4-(Cyclohexylmethoxy)-2-pyridyl]cyclopentanecarboxamide